FC1=C(C=CC(=C1)CC1CC(C1)OC(F)(F)F)C=1C=C2C(=CC=NC2=CC1)NC=1C=CC2=C(N=CS2)C1 N-(6-(2-fluoro-4-((3-(trifluoromethoxy)cyclobutyl)methyl)phenyl)quinolin-4-yl)benzo[d]thiazol-5-amine